S1C=C(C=C1)/C=C/B(O)O (E)-(2-(thiophen-3-yl)vinyl)boronic acid